BrCC=1C(N(C2=CC(=C(C=C2N1)OC)OC)C)=O 3-bromomethyl-6,7-Dimethoxy-1-methyl-1,2-dihydroquinoxalin-2-one